N-{4-[2-(2-chloro-4-fluorophenyl)acetylamino]pyridin-2-yl}-N-[3-chloro-4-(methylsulfonyl)phenyl]acetamide ClC1=C(C=CC(=C1)F)CC(=O)NC1=CC(=NC=C1)N(C(C)=O)C1=CC(=C(C=C1)S(=O)(=O)C)Cl